C(C1=CC=CC=C1)OC1=NC(=CC=C1C1=NN(C2=CC(=CC=C12)C1[C@H](CN(CC1)C(=O)OC(C)(C)C)OC(C1=CC=C(C=C1)[N+](=O)[O-])=O)C)OCC1=CC=CC=C1 tert-butyl (3R)-4-[3-(2,6-dibenzyloxy-3-pyridyl)-1-methyl-indazol-6-yl]-3-(4-nitrobenzoyl)oxy-piperidine-1-carboxylate